CO[Si](CCCC(CCN)N)(OC)OC (3-(trimethoxysilyl)propyl)propane-1,3-diamine